PYRIMIDINYL-OXY-CHINOLIN N1=C(N=CC=C1)OC1=NC2=CC=CC=C2C=C1